O1COC2=C1C=CC(=C2)N(C(C2=CC(=CC=C2)N2N=C(C=C2OCC)C(F)(F)F)=O)C N-(1,3-benzodioxol-5-yl)-3-[5-ethoxy-3-(trifluoromethyl)pyrazol-1-yl]-N-methyl-benzamide